CC1=CN=CC(=N1)N1C[C@@H](CCC1)NC1=NC=NC(=C1)N1CCOCC1 (R)-N-(1-(6-Methylpyrazin-2-yl)piperidin-3-yl)-6-morpholinopyrimidin-4-amine